2-[4-bromo-2-chloro-5-(1H-pyrazol-3-yl)phenoxy]ethoxy-tert-butyl-dimethyl-silane BrC1=CC(=C(OCCO[Si](C)(C)C(C)(C)C)C=C1C1=NNC=C1)Cl